2,5-di(tert-amylperoxy)hex-yne C(C)(C)(CC)OOC(C)C#CC(C)OOC(C)(C)CC